F[C@@H]1CN(CC[C@H]1NC1=NN2C(C=N1)=C(C(=C2C(C(F)(F)F)C)C#N)C(F)(F)F)S(=O)(=O)C 2-(((3R,4R)-3-fluoro-1-(methylsulfonyl)piperidin-4-yl)amino)-5-(trifluoromethyl)-7-(1,1,1-trifluoropropan-2-yl)pyrrolo[2,1-f][1,2,4]triazine-6-carbonitrile